bis(4-hydroxy-3,5-dimethylphenyl)-1,4-diisopropylbenzene OC1=C(C=C(C=C1C)C=1C(=C(C=CC1C(C)C)C(C)C)C1=CC(=C(C(=C1)C)O)C)C